O=C1NC(CCC1N1C(C2=CC=CC(=C2C1=O)CN1CCC(=CC1)C=1SC=CC1C)=O)=O 2-(2,6-dioxopiperidin-3-yl)-4-((4-(3-methylthiophen-2-yl)-3,6-dihydropyridine-1(2H)-yl)methyl)isoindoline-1,3-dione